methyl 7-((2-(2-(2,6-dioxopiperidin-3-yl)-1-oxoisoindolin-5-yl)-3-fluoropyridin-4-yl)methyl)-2,7-diazaspiro[3.5]nonane-2-carboxylate O=C1NC(CCC1N1C(C2=CC=C(C=C2C1)C1=NC=CC(=C1F)CN1CCC2(CN(C2)C(=O)OC)CC1)=O)=O